1,2,3-Benzoxathiazine O1SN=CC2=C1C=CC=C2